FC1=C(C=CC(=C1F)C=1C=NN(C1C1=NC=CC=C1)COCC[Si](C)(C)C)C1=CN=C(N1C)C(=O)N 5-[2,3-difluoro-4-[5-(2-pyridinyl)-1-(2-trimethylsilylethoxymethyl)pyrazol-4-yl]phenyl]-1-methyl-imidazole-2-carboxamide